CC1=CCN(O1)C=1OC=C(N1)C(NC1=CC(=CC=C1)NS(=O)(=O)C)=O 5-methyl-N-(4-((3-(methylsulfonamido)phenyl)carbamoyl)oxazol-2-yl)isoxazole